C(C)OC(=O)NC(=S)NC1=C(C(=NN1)C(C(=O)OCC)(C)C)C1=CC(=C(C(=C1)F)F)F ethyl 2-[5-({[(ethoxycarbonyl)amino]methanethioyl}amino)-4-(3,4,5-trifluorophenyl)-1H-pyrazol-3-yl]-2-methylpropanoate